[Si](C)(C)(C(C)(C)C)OC(C=O)(C)C 2-[(tert-butyldimethylsilyl)oxy]-2-methylpropionaldehyde